5-(3-fluoro-4-{4-[(2,2,2-trifluoroethyl)carbamoyl]-1H-1,2,3-triazol-1-yl}butyl)-N-{[5-(trifluoromethyl)pyridin-3-yl]methyl}-1,3,4-thiadiazole-2-carboxamide FC(CCC1=NN=C(S1)C(=O)NCC=1C=NC=C(C1)C(F)(F)F)CN1N=NC(=C1)C(NCC(F)(F)F)=O